Cl[Ir-2](C1=CC2=C(C(=N1)C1=CC3=CC=CC=C3C(=C1)C(C)(C)C)SC(=N2)Cl)(C2=CC1=C(C(=N2)C2=CC3=CC=CC=C3C(=C2)C(C)(C)C)SC(=N1)Cl)(C1=CC2=C(C(=N1)C1=CC3=CC=CC=C3C(=C1)C(C)(C)C)SC(=N2)Cl)C2=CC1=C(C(=N2)C2=CC3=CC=CC=C3C(=C2)C(C)(C)C)SC(=N1)Cl chloro-tetrakis-[4-(4-(tert-butyl)naphthalen-2-yl)-2-chlorothiazolo[5,4-c]pyridinyl]iridium (III)